C(=CCCCCCCCCCCCCCCCC)N1C(=C(C(C=C1)=O)OCC=C)C(C)=O N-octadecenyl-2-acetyl-3-(2-propen-1-yloxy)-pyridin-4-one